N1=CC(=CC2=NC=CC=C12)C(=O)N 1,5-naphthyridine-3-carboxamide